4-((S)-2-(diethylamino)-3-((R)-4,4-dimethyl-3-phenylpentanamido)propyl)-2-fluoro-N-methylbenzamide C(C)N([C@@H](CC1=CC(=C(C(=O)NC)C=C1)F)CNC(C[C@H](C(C)(C)C)C1=CC=CC=C1)=O)CC